4-(4'-diethylaminophenyl)-1,2,4-triazolin-3,5-dione C(C)N(C1=CC=C(C=C1)N1C(N=NC1=O)=O)CC